3-bromo-5-chloro-1H-pyrrolo[2,3-b]pyrrole BrC1=CNC=2NC(=CC21)Cl